N-(3-cyano-4-methoxyphenyl)-4-methylbenzenesulfonamide C(#N)C=1C=C(C=CC1OC)NS(=O)(=O)C1=CC=C(C=C1)C